ClCC(=O)NC=1C(=C(C(=C(C(=O)Cl)C1I)I)C(=O)Cl)I 5-chloroacetamido-2,4,6-triiodoisophthaloyl chloride